1-(spiro[indolin-3,4'-piperidin]-1-yl)propan-1-one N1CCC2(CC1)CN(C1=CC=CC=C12)C(CC)=O